N1C=CC=2C1=NC=CC2C2=CC=C(C(=O)OC)C=C2 methyl 4-(1H-pyrrolo[2,3-b]pyridin-4-yl)benzoate